NC=1C=C(C=CC1)N[C@@H](CS)C(=O)O (3-aminophenyl)-L-cysteine